C[Si](C#CC1=CC2=C(N=C(S2)N)C=C1)(C)C 6-(2-trimethylsilylethynyl)-1,3-benzothiazol-2-amine